Dibenzyl (Z)-5-(5-bromo-3-(1-cyano-2-(5-cyano-2-methoxyphenyl) vinyl)-1H-indol-1-yl)-5-oxopentylphosphonate BrC=1C=C2C(=CN(C2=CC1)C(CCCCP(OCC1=CC=CC=C1)(OCC1=CC=CC=C1)=O)=O)/C(=C/C1=C(C=CC(=C1)C#N)OC)/C#N